ClC1=CC=C2C(=N1)C=NN2C(COC)C 5-chloro-1-(1-methoxypropan-2-yl)pyrazolo[4,3-b]pyridine